1-hydroxy-cyclohexane OC1CCCCC1